N(=NC(C(=O)OC)(C)C)C(C(=O)OC)(C)C Dimethyl 2,2'-azobis(2-methylpropionat)